tert-butyl rel-cis-octahydro-2H-pyrrolo[3,4-c]pyridine-2-carboxylate C1N(C[C@H]2CNCC[C@H]21)C(=O)OC(C)(C)C |o1:3,8|